C(C)(C)(C)C=1C=NC(=CC1)C(C)(C)C 3,6-di-tert-butyl-pyridine